ClC=1C(=C(N)C=CC1)S(=O)C 3-chloro-2-methylsulfinylaniline